C(C)(=O)OC1=NC=2C(=C3C(=NC2)N(C=C3)S(=O)(=O)C3=CC=C(C)C=C3)N1N1CCC(CC1)NS(=O)(=O)C (1-(4-(methylsulfonylamino) piperidin-1-yl)-6-p-toluenesulfonyl-1,6-dihydroimidazo[4,5-d]pyrrolo[2,3-b]pyridin-2-yl) acetate